NC1=C(C(N(C2=NC(=CC=C12)C(F)(F)F)C1=C2C=CN=C(C2=CC=C1)Cl)=O)C(=O)OC methyl 4-amino-1-(1-chloroisoquinolin-5-yl)-2-oxo-7-(trifluoromethyl)-1,2-dihydro-1,8-naphthyridine-3-carboxylate